2-((4-(5-ethyl-6-(8-methyl-[1,2,4]triazolo[1,5-a]pyridin-6-yl)-1H-indazol-3-yl)cyclohexyl)amino)-N,N-dimethylacetamide C(C)C=1C=C2C(=NNC2=CC1C=1C=C(C=2N(C1)N=CN2)C)C2CCC(CC2)NCC(=O)N(C)C